[N+](=O)([O-])C1=CC2=C(NC(OC2=O)=O)C(=C1)C 6-nitro-8-methyl-1H-benzo[d][1,3]oxazine-2,4-dione